N-((S)-2-cyano-1-(4-(ethylsulfonyl)phenyl)ethyl)-4-((2S,4S)-2-((difluoromethoxy)methyl)-4-((1-ethyl-1H-pyrazol-4-yl)oxy)pyrrolidin-1-yl)benzamide C(#N)C[C@@H](C1=CC=C(C=C1)S(=O)(=O)CC)NC(C1=CC=C(C=C1)N1[C@@H](C[C@@H](C1)OC=1C=NN(C1)CC)COC(F)F)=O